NC(C)(C)C 2-amino-2-methylpropane